C1(CC1)[C@H](CNC(=O)C1=NC=CC(N1)=O)C(C)C1=C(C=C(C=C1)F)F N-[(2S)-2-Cyclopropyl-3-(2,4-difluorophenyl)butyl]-4-oxo-3H-pyrimidine-2-carboxamide